2-((2R,4S)-2-(2,5-difluorophenyl)-4-fluoropyrrolidin-1-yl)-7-fluoro-8-(1-(piperidin-4-yl)-1H-pyrazol-4-yl)-1,5-naphthyridine FC1=C(C=C(C=C1)F)[C@@H]1N(C[C@H](C1)F)C1=NC2=C(C(=CN=C2C=C1)F)C=1C=NN(C1)C1CCNCC1